13-carbonyl-octadeca-(9E,11E)-dienoic acid methyl ester COC(CCCCCCC\C=C\C=C\C(CCCCC)=C=O)=O